C1(CC1)CNC=1C(=C(C(=O)NC2=C(C=C(C=C2)C(C(F)(F)F)(C(F)(F)F)F)C(F)(F)F)C=CC1)F 3-(cyclopropylmethylamino)-2-fluoro-N-[2-trifluoromethyl-4-(1,1,1,2,3,3,3-heptafluoroprop-2-yl)phenyl]benzamide